BrCC(=O)C1=CC(=CC=C1)C(F)(F)F 2-bromo-3'-(trifluoromethyl)acetophenone